(6-(2,6-dichloro-3,5-dimethoxyphenyl)-4,5,6,7-tetrahydro-1H-indazol-3-yl)-6-methylbenzene-1,2-diamine ClC1=C(C(=C(C=C1OC)OC)Cl)C1CCC=2C(=NNC2C1)C1=C(C(=C(C=C1)C)N)N